2-[2-[2-[2-[2-[2-[2-[2-[2-[2-[2,3-bis[(Z)-octadec-9-enoxy]propoxy]ethoxy]ethoxy]ethoxy]ethoxy]ethoxy]ethoxy]ethoxy]ethoxy]ethoxy]ethanol C(CCCCCCC\C=C/CCCCCCCC)OC(COCCOCCOCCOCCOCCOCCOCCOCCOCCOCCO)COCCCCCCCC\C=C/CCCCCCCC